2-(1-(3-methoxypropyl)-1H-pyrazol-3-yl)ethan-1-amine COCCCN1N=C(C=C1)CCN